(2-(difluoromethyl)pyridin-4-yl)-2-fluoro-8-methyl-8-(trifluoromethyl)-7,8-dihydro-6H-pyrazolo[1,5-a]pyrrolo[2,3-e]pyrimidine-6-carboxamide FC(C1=NC=CC(=C1)C=1C(=NN2C1N=CC1=C2C(CN1C(=O)N)(C(F)(F)F)C)F)F